FC1=C(C=CC(=C1)F)N1CCN(CC1)C(=O)C=1N=C(C2=C(N1)OC(=C2)C)NC2(CC2)C [4-(2,4-difluorophenyl)piperazine-1-carbonyl]-6-methyl-N-(1-methylcyclopropyl)furo[2,3-d]pyrimidin-4-amine